C(#N)C(C[C@H]1C(NCC1)=O)NC([C@@H](NC(=O)C1CCCCC1)CC(C)(C)C)=O N-{1-cyano-2-[(3S)-2-oxopyrrolidin-3-yl]ethyl}-N2-(cyclohexylcarbonyl)-4-methyl-L-leucinamide